C1(=CC=CC=C1)C=1C(C=CC1C1=CC=CC=C1)CC=1NC(=CC1)C 2-((2,3-diphenylcyclopenta-2,4-dien-1-yl)methyl)-5-methyl-1H-pyrrole